(6-tert-butoxycarbonyl-2,7-dimethyl-5,7-dihydro-4H-pyrazolo[3,4-c]pyridin-3-yl)boronic acid C(C)(C)(C)OC(=O)N1C(C=2C(CC1)=C(N(N2)C)B(O)O)C